C1(CCC1)NS(=O)(=O)C=1SC=C(C1)C(=O)N1CC2(C3=CC(=CC=C13)NS(=O)(=O)C)CCCCC2 N-cyclobutyl-4-(5'-(methylsulfonamido)spiro[cyclohexane-1,3'-indoline]-1'-carbonyl)thiophene-2-sulfonamide